C1(CCC1)[C@@H](C1=CC(=C(C=C1)F)F)C1N(C(C2=CC=C(C=C12)C(=O)N)=O)[C@@H]1C(NC(CC1)=O)=O ((S)-cyclobutyl(3,4-difluorophenyl)methyl)-2-((S)-2,6-dioxopiperidin-3-yl)-1-oxoisoindoline-5-carboxamide